ClC1=CC=C(C=C1)C1=CC=NC(N1[C@H](CO)C)C=1SC(=CC1)Cl 6-(4-Chlorophenyl)-2-(5-chlorothiophen-2-yl)-N-[(2S)-1-hydroxypropan-2-yl]pyrimidin